4-(4-((3-cyanopropyl)sulfonamido)phenyl)-1H-pyrrolo[2,3-b]pyridin C(#N)CCCS(=O)(=O)NC1=CC=C(C=C1)C1=C2C(=NC=C1)NC=C2